C(N)(O)=O.CC=1C=CC=C(C1)C 3,5-dimethylbenzene carbamate